2-[[2-chloro-4-[[6-[1-ethyl-4-(trifluoromethyl)imidazol-2-yl]-5-fluoro-3-pyridyl]methoxy]-6-methyl-pyrrolo[3,2-d]pyrimidin-5-yl]methoxy]ethyl-trimethyl-silane ClC=1N=C(C2=C(N1)C=C(N2COCC[Si](C)(C)C)C)OCC=2C=NC(=C(C2)F)C=2N(C=C(N2)C(F)(F)F)CC